alpha-methyl-3-(4-Pyridyl)-L-alanine C[C@](N)(CC1=CC=NC=C1)C(=O)O